C1CC12CCN(CC2)C2=C(C(=O)NC1=NC=3N(C=C1)N=CC3C3CCOCC3)C=CC=C2 2-(6-azaspiro[2.5]oct-6-yl)-N-(3-(tetrahydro-2H-pyran-4-yl)pyrazolo[1,5-a]pyrimidin-5-yl)benzamide